NC=1C=CC(=NC1)[C@@H](C(F)(F)F)N1C([C@H](CC1)NC(OCCCC)=O)=O Butyl ((S)-1-((S)-1-(5-aminopyridin-2-yl)-2,2,2-trifluoroethyl)-2-oxopyrrolidin-3-yl)carbamate